2-((2S,4R)-2-(1-cyclopropyl-1H-pyrazol-4-yl)tetrahydro-2H-pyran-4-yl)-4-(2,4-difluorophenyl)-6,7-dimethylpteridine C1(CC1)N1N=CC(=C1)[C@H]1OCC[C@H](C1)C1=NC2=NC(=C(N=C2C(=N1)C1=C(C=C(C=C1)F)F)C)C